6-[4-[acetyl(methyl)amino]-3-methyl-phenyl]-N-(3-pyridylmethyl)pyridine-3-carboxamide C(C)(=O)N(C1=C(C=C(C=C1)C1=CC=C(C=N1)C(=O)NCC=1C=NC=CC1)C)C